ClC1=C(C(=CC=C1Cl)OCOCC[Si](C)(C)C)[C@H]1CC(N(C1)C=1C=NN2C1COCC2)=O |r| rac-4-(2,3-dichloro-6-((2-(trimethylsilyl)ethoxy)methoxy)phenyl)-1-(6,7-dihydro-4H-pyrazolo[5,1-c][1,4]oxazin-3-yl)pyrrolidin-2-one